O=C1NC(CC[C@H]1N1C(C2=CC=C(C=C2C1=O)C1CCN(CC1)C1CC(C1)OC1CCN(CC1)C(=O)OC(C)(C)C)=O)=O tert-butyl 4-[(1R,3R)-3-[4-[2-(2,6-dioxopiperidin-3-yl)-1,3-dioxoisoindol-5-yl]piperidin-1-yl]cyclobutoxy]piperidine-1-carboxylate